methyl 2-((4-bromo-3-fluoro-2-nitrophenyl)amino)-2-cyclopropylacetate BrC1=C(C(=C(C=C1)NC(C(=O)OC)C1CC1)[N+](=O)[O-])F